O1C(=NC2=C1C=CC=C2)N(CCCOC2=CC=C(C=C2)OC)CC=2C=C(C=CC2)O 3-[[2-benzoxazolyl-[3-(4-methoxyphenoxy)propyl]amino]methyl]phenol